CC(CC=O)CC=C(C(C)C)C 3,6,7-trimethyloct-5-enal